4-amino-N-(8-(4,4-difluoropiperidin-1-yl)imidazo[1,2-a]pyrazin-6-yl)-5-methyl-2-(6-azaspiro[2.5]oct-6-yl)benzamide NC1=CC(=C(C(=O)NC=2N=C(C=3N(C2)C=CN3)N3CCC(CC3)(F)F)C=C1C)N1CCC3(CC3)CC1